phenyl 4-aminobutanoate NCCCC(=O)OC1=CC=CC=C1